nicotinonitrile hydrochloride Cl.C(C1=CN=CC=C1)#N